C(C)(C)(C)OC(=O)N(C1CC(N(CC1)C(=O)OCC1=CC=CC=C1)C)CC benzyl 4-[tert-butoxycarbonyl(ethyl)amino]-2-methyl-piperidine-1-carboxylate